perfluorodecanoyl-trimethoxysilane FC(O[Si](OC(F)(F)F)(OC(F)(F)F)C(C(C(C(C(C(C(C(C(C(F)(F)F)(F)F)(F)F)(F)F)(F)F)(F)F)(F)F)(F)F)(F)F)=O)(F)F